NC1=CC=C2C(C(N(C2=C1)CCC(C)(C)O)=O)(C)C 6-amino-1-(3-hydroxy-3-methylbutyl)-3,3-dimethylindolin-2-one